methoxy-5-(2-((2R-5S)-5-methyl-2-(2-((3aR-5s-6aS)-2-methyloctahydrocyclopenta[c]pyrrol-5-yl)benzo[d]thiazol-5-yl)piperidin-1-yl)-2-oxoacetamido)nicotinamide COC1=C(C(=O)N)C=C(C=N1)NC(C(=O)N1[C@H](CC[C@@H](C1)C)C=1C=CC2=C(N=C(S2)C2C[C@@H]3[C@@H](CN(C3)C)C2)C1)=O